NC1=NC(=NC=C1OCC)C=1C=C2C=CN(C(C2=CC1F)=O)CCC[C@H](C)NC=1C=NNC(C1C(F)(F)F)=O (S)-6-(4-amino-5-ethoxypyrimidin-2-yl)-7-fluoro-2-(4-((6-oxo-5-(trifluoromethyl)-1,6-dihydropyridazin-4-yl)amino)pentyl)isoquinolin-1(2H)-one